(1-(Cyclopropylmethyl)-7-(6-ethyl-2-methylpyridin-3-yl)-2-(1,2,5,6-tetrahydropyridin-3-yl)-1H-indol-5-yl)(4-(5-fluoro-3-methoxypyridin-2-yl)piperazin-1-yl)methanone C1(CC1)CN1C(=CC2=CC(=CC(=C12)C=1C(=NC(=CC1)CC)C)C(=O)N1CCN(CC1)C1=NC=C(C=C1OC)F)C=1CNCCC1